((1R,5S,6s)-6-((4-(2-aminopropan-2-yl)-6-(4,4-dimethylpiperidin-1-yl)pyridin-2-yl)oxy)-3-azabicyclo[3.1.0]hexan-3-yl)(3-ethyl-1-(pyrimidin-2-yl)-1H-pyrazol-4-yl)methanone NC(C)(C)C1=CC(=NC(=C1)N1CCC(CC1)(C)C)OC1[C@@H]2CN(C[C@H]12)C(=O)C=1C(=NN(C1)C1=NC=CC=N1)CC